ClC1=C(C=CC(=C1)F)C=1C(=NN(C1NC1=C(C=CC=C1)[N+](=O)[O-])C)C 4-(2-chloro-4-fluorophenyl)-1,3-dimethyl-N-(2-nitrophenyl)-1H-pyrazol-5-amine